C(C)(C)(C)OC(=O)\N=C(/NC1=C(C=C(C(=O)OC=2C=3N(C(=CC2)CC(=O)OC(C)(C)C)N=CN3)C=C1)C)\N (Z)-5-(2-tert-butoxy-2-oxoethyl)-[1,2,4]triazolo[1,5-a]pyridin-8-yl 4-(2-(tert-butoxycarbonyl)guanidino)-3-methylbenzoate